CN1N=C(C(=C1C)C1=CN2C(S1)=C(C=N2)C(=O)N)C 2-(1,3,5-trimethyl-1H-pyrazol-4-yl)pyrazolo[5,1-b]Thiazole-7-carboxamide